O=C1NC(CC[C@@H]1C1=CC(=NC=C1)N1CCN(CC1)CC(=O)OC(C)(C)C)=O |r| rac-tert-butyl 2-(4-{4-[(3R)-2,6-dioxopiperidin-3-yl]pyridin-2-yl}piperazin-1-yl)acetate